ClC=1C(=C(OCC#N)C=CC1C1=CN=C2N1C=CN=C2NC2=CC(=C(C=C2)C(=O)N2CCC(CC2)CN(C)C)Cl)F 2-[3-chloro-4-[8-[3-chloro-4-[4-[(dimethyl-amino)meth-yl]piperidine-1-carbonyl]anilino]imidazo[1,2-a]pyrazin-3-yl]-2-fluoro-phenoxy]acetonitrile